4-carbamoyl-4-(2,6-difluorophenyl)piperidine-1-carboxylic acid tert-butyl ester C(C)(C)(C)OC(=O)N1CCC(CC1)(C1=C(C=CC=C1F)F)C(N)=O